COC1[C@@](CN(CC1)C(=O)[O-])(C(=O)[O-])C (3R)-4-Methoxy-3-methylpiperidine-1,3-dicarboxylate